6-bromo-2-methyl-4-[3-(trifluoromethyl)-7,8-dihydro-5H-1,6-naphthyridin-6-yl]quinazoline BrC=1C=C2C(=NC(=NC2=CC1)C)N1CC=2C=C(C=NC2CC1)C(F)(F)F